ClC1=NC(=C2N=CN(C2=N1)[C@@H]1[C@@H]2[C@]([C@@H]3[C@H]1OC(O3)(C)C)(C2)C(F)F)NCC 2-chloro-9-((3aR,3bS,4aS,5R,5aS)-3b-(difluoromethyl)-2,2-dimethylhexahydrocyclopropa[3,4]cyclopenta[1,2-d][1,3]dioxol-5-yl)-N-ethyl-9H-purin-6-amine